ClC1=CC(=C(COC2=NC=3CN(CCC3C=C2C(F)(F)F)CC2=NC3=C(C=NC(=C3)C(=O)OCC)N2C[C@H]2OCC2)C=C1)F ethyl (S)-2-((2-((4-chloro-2-fluorobenzyl) oxy)-3-(trifluoromethyl)-5,8-dihydro-1,7-naphthyridin-7(6H)-yl) methyl)-3-(oxetan-2-ylmethyl)-3H-imidazo[4,5-c]pyridine-6-carboxylate